3-methoxyisoquinolin-1(2H)-one COC=1NC(C2=CC=CC=C2C1)=O